ClC=1C(NN=CC1N1C[C@@H](CC1)OC1=NC=CC(=C1)C=1C(=NN(C1C)CC1COC1)C)=O (R)-4-chloro-5-(3-((4-(3,5-dimethyl-1-(oxetan-3-ylmethyl)-1H-pyrazol-4-yl)pyridin-2-yl)oxy)pyrrolidin-1-yl)pyridazin-3(2H)-one